NC1=C(C=C(C=N1)C1=CC=C(C(=O)O)C=C1)OCC1=C(C=CC=C1)Cl 4-[6-amino-5-(2-chloro-benzyloxy)-pyridin-3-yl]-benzoic acid